4-hydroxy-5-isopropyl-9-methoxy-8-(3-methoxypropoxy)-5,6-dihydrobenzo[h]quinolin-2(1H)-one OC1=CC(NC=2C3=C(CC(C12)C(C)C)C=C(C(=C3)OC)OCCCOC)=O